1,2,6-trimethyl-4-oxopyridine-3-carboxamide CN1C(=C(C(C=C1C)=O)C(=O)N)C